C1(CC1)C1=CC(=C(OC=2C(=C(C=NC2)OC2=C(C(=NC=C2)NS(=O)(=O)[SH+]C)F)C)C=C1)F 4-[[5-(4-cyclopropyl-2-fluoro-phenoxy)-4-methyl-3-pyridinyl]oxy]-3-fluoro-N-(methylsulfaniosulfonyl)pyridin-2-amine